6-[2-[(1S,5R)-3-azabicyclo[3.1.0]hexan-6-yl]-8-fluoro-imidazo[1,2-a]pyridin-6-yl]-2,8-dimethyl-imidazo[1,2-b]pyridazine [C@@H]12CNC[C@H]2C1C=1N=C2N(C=C(C=C2F)C=2C=C(C=3N(N2)C=C(N3)C)C)C1